O[C@@H]1[C@H](O[C@H]([C@@H]([C@@H]1O)O)O)OOOC1=C(OCCOC2=C(C=CC=C2)NC(C2=C(C(=CC=C2)O)O)=O)C=CC(=C1O)O N-{o-[2-(2-{[(2R,3S,4S,5R,6R)-3,4,5,6-Tetrahydroxytetrahydro-2H-pyran-2-yl]trioxy}-3,4-dihydroxyphenoxy)ethoxy]phenyl}2,3-dihydroxybenzamide